4-(4-methyl-3-penten-1-yl)-3-cyclohexenyl-formaldehyde CC(=CCCC1=CCC(CC1)C=O)C